3-chloro-5-(2-chloro-3,5-dimethoxyphenyl)-4-(2-chloro-4-fluorophenyl)-1-(phenylmethoxy)-2(1H)-pyridinone ClC=1C(N(C=C(C1C1=C(C=C(C=C1)F)Cl)C1=C(C(=CC(=C1)OC)OC)Cl)OCC1=CC=CC=C1)=O